cis-methyl 1-(3-bromophenyl)-3-hydroxycyclobutane-1-carboxylate BrC=1C=C(C=CC1)C1(CC(C1)O)C(=O)OC